2-allyl 6-(tert-butyl) 7-oxo-2,6-diazaspiro[3.4]octane-2,6-dicarboxylate O=C1N(CC2(CN(C2)C(=O)OCC=C)C1)C(=O)OC(C)(C)C